(1,4-phenylene)bis([1,1'-biphenyl]-4-sulfonamide) C1(=CC=C(C=C1)C1=C(C=CC(=C1)S(=O)(=O)N)C1=CC=CC=C1)C1=C(C=CC(=C1)S(=O)(=O)N)C1=CC=CC=C1